1-(4-bromophenyl)-3-methyl-3-azabicyclo[3.1.0]hexane BrC1=CC=C(C=C1)C12CN(CC2C1)C